C(C)(C)(C)[S@@](=O)N1[C@H]([C@H]1C1CCC1)C(=O)OCC ethyl (2R,3R)-1-((R)-tert-butylsulfinyl)-3-cyclobutylaziridine-2-carboxylate